ClC1=NN2C(C=CC(=C2)F)=N1 2-chloro-6-fluoro-[1,2,4]triazolo[1,5-a]pyridine